OC1(COC1)C1=CC(=NC=C1)N1N=CC(=C1)S(=O)(=O)NC=1C(=CC=C2C=NN(C12)C)OC 1-(4-(3-HYDROXYOXETAN-3-YL)PYRIDIN-2-YL)-N-(6-METHOXY-1-METHYL-1H-INDAZOL-7-YL)-1H-PYRAZOLE-4-SULFONAMIDE